F/C=C(\CNC(OC(C)(C)C)=O)/CN1N=CN(C1=O)C1=CC(=CC=C1)C#CC=1C=NC=CC1 tert-butyl (E)-(3-fluoro-2-((5-oxo-4-(3-(pyridin-3-ylethynyl)phenyl)-4,5-dihydro-1H-1,2,4-triazol-1-yl)methyl)allyl)carbamate